FC=1C=C2CN(CC2=CC1)C1=NC2=C(C=C(C=C2C(N1C)=O)C)C(C)NC1=C(C(=O)O)C=CC=C1 2-((1-(2-(5-fluoroisoindolin-2-yl)-3,6-dimethyl-4-oxo-3,4-dihydroquinazolin-8-yl)ethyl)amino)benzoic acid